FC1=C(C(=CC(=C1)C(=O)C1=CC=C2C(=CC=CN12)C=1C(=C2CCC(C2=CC1)O)C)F)NC(\C=C\CN[C@H]1COCC1)=O (E)-N-(2,6-difluoro-4-(8-(1-hydroxy-4-methyl-2,3-dihydro-1H-inden-5-yl)indolizine-3-carbonyl)phenyl)-4-(((R)-tetrahydrofuran-3-yl)amino)but-2-enamide